C(CCC)C1(C=CC=C1)[Ti](C)(C)C1(C=CC=C1)CCCC Bis(n-butylcyclopentadienyl)dimethyl-titanium